aluminum ethylphosphonous acid C(C)P(O)O.[Al]